(R)-N-(1-(1-(4-fluorophenyl)-6-methyl-1H-indazol-5-yl)piperidin-3-yl)-N,1-dimethyl-1H-pyrazole-4-sulfonamide FC1=CC=C(C=C1)N1N=CC2=CC(=C(C=C12)C)N1C[C@@H](CCC1)N(S(=O)(=O)C=1C=NN(C1)C)C